1-methyl-1,4-dihydro-1,2,3,4-tetraazol-5-one CN1N=NNC1=O